6-[(1S,4S)-2,5-Diazabicyclo[2.2.1]heptan-2-yl]-N-[2-(3-methylpyridin-2-yl)-[1,3]thiazolo[5,4-c]pyridin-6-yl]-5-(oxan-4-yl)pyridin-2-amine [C@@H]12N(C[C@@H](NC1)C2)C2=C(C=CC(=N2)NC2=CC1=C(C=N2)SC(=N1)C1=NC=CC=C1C)C1CCOCC1